1,2-Dimethylhydrazinium C[NH2+]NC